N-(4-methoxyphenyl)-1-(6-nitropyridin-2-yl)-1H-indol-5-amine COC1=CC=C(C=C1)NC=1C=C2C=CN(C2=CC1)C1=NC(=CC=C1)[N+](=O)[O-]